(S)-N-((5-fluoro-6-((3-methylisoxazol-5-yl)methoxy)-1H-indol-2-yl)methyl)-2-hydroxypropanamide FC=1C=C2C=C(NC2=CC1OCC1=CC(=NO1)C)CNC([C@H](C)O)=O